(R)-4-(6-(7-fluoro-1H-indol-4-yl)-1-(methylsulfonyl)-1H-pyrrolo[2,3-b]pyridin-4-yl)-3-methylmorpholine FC=1C=CC(=C2C=CNC12)C1=CC(=C2C(=N1)N(C=C2)S(=O)(=O)C)N2[C@@H](COCC2)C